CN1N=CC(=C1)N(S(=O)(=O)NC(=O)NC1=C(SC(=C1)C(F)(F)F)C)C1CN(CCC1)C 1-[(1-Methyl-1H-pyrazol-4-yl)(1-methylpiperidin-3-yl)sulfamoyl]-3-[2-methyl-5-(trifluoromethyl)thiophen-3-yl]urea